(R)-5-(2-(dimethylamino)ethoxy)-2-methyl-N-(1-(2-(pyrrolidin-1-yl)quinolin-4-yl)ethyl)benzamide CN(CCOC=1C=CC(=C(C(=O)N[C@H](C)C2=CC(=NC3=CC=CC=C23)N2CCCC2)C1)C)C